cyclopropane-1,1-dicarboxylic acid [4-(6,7-dimethoxyquinolin-4-yloxy)-phenyl]-amide (4-fluorophenyl)-amide FC1=CC=C(C=C1)NC(=O)C1(CC1)C(=O)NC1=CC=C(C=C1)OC1=CC=NC2=CC(=C(C=C12)OC)OC